piperazinyl-sulfonyl-indoline N1(CCNCC1)S(=O)(=O)N1CCC2=CC=CC=C12